C(C)OC(C1=CC=C(C=C1)N1C2=CC=C(C=C2OC=2C=C(C=CC12)C=1SC=CC1)C=1SC=CC1)=O 4-(3,7-bis(thiophen-2-yl)-10H-phenoxazin-10-yl)benzoic acid ethyl ester